1,3-dimethylimidazolium diphosphate [O-]P([O-])(=O)OP(=O)([O-])[O-].CN1C=[N+](C=C1)C.CN1C=[N+](C=C1)C.CN1C=[N+](C=C1)C.CN1C=[N+](C=C1)C